FC1=C2C=C(NC2=CC(=C1)OCC=1N=CSC1)CNC(CC)=O N-((4-fluoro-6-(thiazol-4-ylmethoxy)-1H-indol-2-yl)methyl)propionamide